C(C)OC(O)=O.C1(OC=CO1)=O vinylene carbonate Ethyl-carbonate